N-((S)-1'-(6-(2-chlorophenyl)-1,2,4-triazin-3-yl)-1,3-dihydrospiro[inden-2,4'-piperidin]-1-yl)-2-methylpropan-2-sulfinamide ClC1=C(C=CC=C1)C1=CN=C(N=N1)N1CCC2(CC1)[C@@H](C1=CC=CC=C1C2)NS(=O)C(C)(C)C